3-(2-((S)-3-(6-(allyloxy)-2,3-dichlorophenyl)-3,4-dihydro-2H-pyrrol-5-yl)hydrazine-1-carbonyl)pyrrolidine-1-carboxylic acid tert-butyl ester C(C)(C)(C)OC(=O)N1CC(CC1)C(=O)NNC=1C[C@H](CN1)C1=C(C(=CC=C1OCC=C)Cl)Cl